tert-butyl (4-(3-(2,6-difluoro-3-(propylsulfonamido)benzoyl)-1H-pyrrolo-[2,3-b]pyridin-5-yl)phenyl)carbamate FC1=C(C(=O)C2=CNC3=NC=C(C=C32)C3=CC=C(C=C3)NC(OC(C)(C)C)=O)C(=CC=C1NS(=O)(=O)CCC)F